(R)-2-(6-chloro-7-methylimidazo[1,2-a]pyridin-2-yl)-N-(5-cyclopropyl-1H-pyrazol-3-yl)propanamide ClC=1C(=CC=2N(C1)C=C(N2)[C@H](C(=O)NC2=NNC(=C2)C2CC2)C)C